NC=1C2=C(C(NN1)=O)N(N=C2C2=CC=C(C=C2)Br)C2COC(CC2)CO 4-amino-3-(4-bromophenyl)-1-(6-(hydroxymethyl)tetrahydro-2H-pyran-3-yl)-1,6-dihydro-7H-pyrazolo[3,4-d]pyridazin-7-one